tert-butyl (1R,5S,6r)-6-[methyl(tert-butyl)carbamoyl]-3-azabicyclo[3.1.0]hexane-3-carboxylate CN(C(=O)C1[C@H]2CN(C[C@@H]12)C(=O)OC(C)(C)C)C(C)(C)C